Calcium ricinoleat C(CCCCCCC\C=C/C[C@H](O)CCCCCC)(=O)[O-].[Ca+2].C(CCCCCCC\C=C/C[C@H](O)CCCCCC)(=O)[O-]